5-((2-methoxyethoxy)methyl)-1-methyl-2-phenyl-N-(tetrahydro-2H-pyran-4-yl)-1H-indol-7-amine COCCOCC=1C=C2C=C(N(C2=C(C1)NC1CCOCC1)C)C1=CC=CC=C1